formylacetic acid ethyl-sodium salt C(C)[Na].C(=O)CC(=O)O